5-fluoro-2-(4-hydroxyphenyl)-11-(pyrrolidin-1-yl)-8H-dibenzo[3,4:6,7]cyclohepta[1,2-b]thiophen-8-one FC=1C=CC2=C(C3=C(SC(=C3)C3=CC=C(C=C3)O)C3=C(C2=O)C=CC(=C3)N3CCCC3)C1